C1(=CC=CC=C1)N1C(C2C34C5CC(=CCC5C(C2C1=O)C4)C3)=O 4-phenyl-4-aza-pentacyclo[9.2.1.11,7.02,6.08,13]-10-pentadecene-3,5-dione